N-[(E)-(1-Hydroxy-4,5-dihydro-3H-2,1-benzoxaborepin-7-yl)methylenamino]-N-isobutyl-1,1-dioxo-1,2-benzothiazol-3-amin OB1OCCCC2=C1C=CC(=C2)\C=N\N(C2=NS(C1=C2C=CC=C1)(=O)=O)CC(C)C